4-Methyl-2-[(5-methyl-2-pyridinyl)methyl]-N-[[(2S)-tetrahydrofuran-2-yl]methyl]-8-(trifluoromethyl)-4,5-dihydrofuro[2,3-g]indazole-7-carboxamide CC1C2=CN(N=C2C2=C(C1)OC(=C2C(F)(F)F)C(=O)NC[C@H]2OCCC2)CC2=NC=C(C=C2)C